(2S)-2-[2,3-difluoro-4-[8-[4-[4-[(2S,4R)-4-hydroxypyrrolidine-2-carbonyl]piperazine-1-carbonyl]-3-methylanilino]imidazo[1,2-a]pyrazin-3-yl]phenoxy]propanenitrile FC1=C(O[C@H](C#N)C)C=CC(=C1F)C1=CN=C2N1C=CN=C2NC2=CC(=C(C=C2)C(=O)N2CCN(CC2)C(=O)[C@H]2NC[C@@H](C2)O)C